chlorospiro[isochromane-1,4'-piperidine] ClN1CCC2(CC1)OCCC1=CC=CC=C12